Cl.C1(CC1)CSC=1C=2N(C=CC1)C(=NC2)C(C)(C)N 2-(8-((cyclopropylmethyl)sulfanyl)imidazo[1,5-a]pyridin-3-yl)propan-2-amine hydrochloride